S1(C=CC=C1)(=O)=O Thiophene-1,1-dioxide